7-bromo-1-[(4-methoxyphenyl)methyl]-2-[(oxolan-2-yl)methyl]-1H-pyrrolo[3,2-c]quinolin-4-amine BrC=1C=CC=2C3=C(C(=NC2C1)N)C=C(N3CC3=CC=C(C=C3)OC)CC3OCCC3